(S)-2-(3-fluoro-2-methoxy-5-((R)-1-methoxypropan-2-yl)phenyl)-2-((R)-3-(methyl(5-(5,6,7,8-tetrahydro-1,8-naphthyridin-2-yl)pentyl)amino)pyrrolidin-1-yl)acetic acid FC=1C(=C(C=C(C1)[C@H](COC)C)[C@@H](C(=O)O)N1C[C@@H](CC1)N(CCCCCC1=NC=2NCCCC2C=C1)C)OC